(5-methoxy-2-phenyl-3H-inden-1-yl)phenoxylethanamine hydrochloride Cl.COC=1C=C2CC(=C(C2=CC1)C(C)(N)OC1=CC=CC=C1)C1=CC=CC=C1